CNC1=NN=C(S1)NC1=CC(=C(C=2C1=NON2)N2CCOCC2)CO (7-((5-(methylamino)-1,3,4-thiadiazol-2-yl)amino)-4-morpholinylbenzo[c][1,2,5]oxadiazol-5-yl)methanol